FC1=C(C=CC2=C1N(C(=N2)C2=CC=C(C=C2)S(=O)(=O)C)C)C2CCN(CC2)C2CCN(CC2)C(C)C 7-Fluoro-6-(1'-isopropyl-[1,4'-bipiperidin]-4-yl)-1-methyl-2-(4-(methylsulfonyl)phenyl)-1H-benzo[d]imidazol